C1(CC1)[C@H]1C[C@H](N(CC1)CC1=C2C=CN(C2=C(C=C1O)C)C(=O)OC(C)(C)C)C1=CC=C(C=C1)C(=O)OC tert-butyl 4-(((2S,4R)-4-cyclopropyl-2-(4-(methoxycarbonyl)phenyl)piperidin-1-yl)methyl)-5-hydroxy-7-methyl-1H-indole-1-carboxylate